ClC1=CC=CC=2NN=NC21 4-chloro-benzo[1,2,3]triazole